C1(=CC=CC=C1)N1N=C(CC1=O)C1=CC=CC=C1 2,5-Diphenyl-2,4-dihydro-3H-pyrazol-3-one